2-(Benzylthio)-5-methoxypyridine C(C1=CC=CC=C1)SC1=NC=C(C=C1)OC